N-(5-(7-fluorobenzo[d][1,3]dioxol-5-yl)-1-(3-hydroxy-3-methylbutyl)-1H-pyrazolo[3,4-b]pyridin-3-yl)pivalamide FC1=CC(=CC2=C1OCO2)C=2C=C1C(=NC2)N(N=C1NC(C(C)(C)C)=O)CCC(C)(C)O